2,3,5,6-tetrafluoro-4-(hydroxymethyl)-N,N-bis(4-methoxybenzyl)benzenesulfonamide FC1=C(C(=C(C(=C1F)CO)F)F)S(=O)(=O)N(CC1=CC=C(C=C1)OC)CC1=CC=C(C=C1)OC